di-2-furanylketone O1C(=CC=C1)C(=O)C=1OC=CC1